2,4-bis(4-butoxy-2-hydroxyphenyl)-6-(4-butoxyphenyl)-1,3,5-triazine C(CCC)OC1=CC(=C(C=C1)C1=NC(=NC(=N1)C1=C(C=C(C=C1)OCCCC)O)C1=CC=C(C=C1)OCCCC)O